heptaphenyltrisilanol sodium salt [Na].C1(=CC=CC=C1)[Si]([Si]([Si](O)(C1=CC=CC=C1)C1=CC=CC=C1)(C1=CC=CC=C1)C1=CC=CC=C1)(C1=CC=CC=C1)C1=CC=CC=C1